cis-1-Boc-3,5-dimethylpiperazine C(=O)(OC(C)(C)C)N1C[C@H](N[C@H](C1)C)C